5-(N,N-dimethylsulfamoyl)-4-fluoro-2-hydroxybenzoic acid CN(S(=O)(=O)C=1C(=CC(=C(C(=O)O)C1)O)F)C